6-cyclopropyl-3-(4,4-difluoroazepan-1-yl)-N-(2-sulfamoylpyridin-4-yl)pyridazine-4-carboxamide dinonyl-8,8'-((3-hydroxypropyl)azanediyl)dioctanoate C(CCCCCCCC)OC(CCCCCCCN(CCCCCCCC(=O)OCCCCCCCCC)CCCO)=O.C1(CC1)C1=CC(=C(N=N1)N1CCC(CCC1)(F)F)C(=O)NC1=CC(=NC=C1)S(N)(=O)=O